OCC(CO)(CO)N(CC1=CC=C(C=C1)CP(OCC)(OCC)=O)CC1=CC=C(C=C1)CP(OCC)(OCC)=O tetraethyl (((((1,3-dihydroxy-2-(hydroxymethyl)propan-2-yl)azanediyl)bis(methylene))bis(4,1-phenylene))bis(methylene))bis(phosphonate)